C1(=CC=C(C=C1)C1=C(C2=C(OC3=C2C=CC=C3)C=C1)C1=CC=C(C=C1)C1=CC=CC=C1)C1=CC=CC=C1 bis(biphenyl-4-yl)dibenzofuran